BrC=1C=C(C=CC1)C1OCCO1 2-(3-bromophenyl)-1,3-dioxolane